(4-(2-(2,6-dimethylpyridin-4-yl)-3-isopropyl-1H-indol-5-yl)piperidin-1-yl)(piperidin-4-yl)methanone CC1=NC(=CC(=C1)C=1NC2=CC=C(C=C2C1C(C)C)C1CCN(CC1)C(=O)C1CCNCC1)C